(1S,2S)-N-(8-amino-6-(4-methyl-2-(1-methyl-1H-pyrazol-3-yl)pyridin-3-yl)isoquinolin-3-yl)-2-(1-methyl-1H-pyrazol-4-yl)cyclopropanecarboxamide NC=1C=C(C=C2C=C(N=CC12)NC(=O)[C@@H]1[C@H](C1)C=1C=NN(C1)C)C=1C(=NC=CC1C)C1=NN(C=C1)C